3-((4-fluorophenyl)ethynyl)-4-((oxazol-5-ylmethyl)sulfonyl)benzoic acid FC1=CC=C(C=C1)C#CC=1C=C(C(=O)O)C=CC1S(=O)(=O)CC1=CN=CO1